CSC(=S)O[C@H]1CN(CC1)C=1N=NC=CC1 (methylsulfanyl)({[(3R)-1-(pyridazin-3-yl)pyrrolidin-3-yl]oxy})methanethione